3-(4-(4-amino-3-(4-phenoxyphenyl)-1H-pyrazolo[3,4-d]pyrimidin-1-yl)piperidin-1-yl)-[1,3':1',3''-terazetidine] NC1=C2C(=NC=N1)N(N=C2C2=CC=C(C=C2)OC2=CC=CC=C2)C2CCN(CC2)C2CN(C2)C2CN(C2)C2CNC2